SCCC(=O)OCCCCCCCCCCCC dodecyl 3-mercaptopropionate